(4-nitrophenyl) (1R)-2,2-dichloro-1-methyl-cyclopropanecarboxylate ClC1([C@](C1)(C(=O)OC1=CC=C(C=C1)[N+](=O)[O-])C)Cl